C(C1=CC=CC=C1)OC1=NC=C(C=C1C=1N=C(C=2OCCNC2N1)NCCC1=CNC2=CC(=CC=C12)F)F 2-(2-benzyloxy-5-fluoro-3-pyridyl)-N-[2-(6-fluoro-1H-indol-3-yl)ethyl]-7,8-dihydro-6H-pyrimido[5,4-b][1,4]oxazin-4-amine